FC(C(=O)O)(F)F.NC1=NC=CC2=C1N=C(N=C2C)C=2C=C(C=CC2)C#C[C@@](C)(O)C=2SC=CN2 (R)-4-(3-(8-amino-4-methylpyrido[3,4-d]pyrimidin-2-yl)phenyl)-2-(thiazol-2-yl)but-3-yn-2-ol trifluoroacetate